CC(=CN1CCOCC1)C 4-(2-methylprop-1-en-1-yl)morpholine